Propenyl-trimethoxysilane C(=CC)[Si](OC)(OC)OC